N-(1-(difluoromethyl)-2-oxo-1,2-dihydropyridin-3-yl)-7-hydroxy-2-(1-methyl-2-oxabicyclo[2.1.1]hexan-4-yl)imidazo[1,2-a]pyridine-6-carboxamide FC(N1C(C(=CC=C1)NC(=O)C=1C(=CC=2N(C1)C=C(N2)C21COC(C2)(C1)C)O)=O)F